ClC=1N=C(C2=C(N1)N(C=C2)COCC[Si](C)(C)C)O[C@H]2CN(CC[C@H]2F)C(=O)OC(C)(C)C tert-butyl (3S,4R)-3-((2-chloro-7-((2-(trimethylsilyl)ethoxy)methyl)-7H-pyrrolo[2,3-d]pyrimidin-4-yl)oxy)-4-fluoropiperidine-1-carboxylate